trans-2-aminocyclobutan NC1CCC1